enanthic acid methyl ester COC(CCCCCC)=O